Cl[Si](C1=CC=CC=C1)(C)C chloro(dimethyl)phenyl-silane